CN1N=CC=2N=C(N=C(C21)NCC2=CC=C(C=C2)B(O)O)C=2C=NC=CC2 4-([[1-methyl-5-(pyridin-3-yl)pyrazolo[4,3-d]pyrimidin-7-yl]amino]methyl)-phenylboronic acid